ClC1=C(C=C(C=C1)C1=NN(C(=N1)CC(=O)NCC1=CC(=CC(=C1)Cl)Cl)CCOC)F 2-[3-(4-Chloro-3-fluorophenyl)-1-(2-methoxyethyl)-1H-1,2,4-triazol-5-yl]-N-[(3,5-dichlorophenyl)methyl]-acetamid